N-(6-((5-(1-isopropyl-2,3-dihydro-1H-pyrrolo[2,3-c]pyridin-5-yl)-1H-1,2,4-triazol-3-yl)amino)-5-(trifluoromethyl)pyridin-3-yl)-N-methylacetamide C(C)(C)N1CCC=2C1=CN=C(C2)C2=NC(=NN2)NC2=C(C=C(C=N2)N(C(C)=O)C)C(F)(F)F